NCC1=C(C=NN1C)C1=NC=C(C(=N1)CC)O[C@@H]1C[C@H](CCC1)C(=O)OC(C)C Isopropyl (1S,3S)-3-((2-(5-(aminomethyl)-1-methyl-1H-pyrazol-4-yl)-4-ethyl-pyrimidin-5-yl)oxy)cyclohexane-1-carboxylate